2-(trifluoromethoxy)ethan-1-one FC(OCC=O)(F)F